2-(methylsulfonyl)pyridin-4-amine CS(=O)(=O)C1=NC=CC(=C1)N